4'-Cyclopropyl-N-(4-(1-isopropyl-4-(trifluoromethyl)-1H-imidazol-2-yl)benzyl)-5,6'-dimethoxy-N-methyl-[2,5'-bipyrimidin]-4-amine C1(CC1)C1=NC=NC(=C1C1=NC=C(C(=N1)N(C)CC1=CC=C(C=C1)C=1N(C=C(N1)C(F)(F)F)C(C)C)OC)OC